Tert-butyl (1R,2S)-2-(2,2-difluoroethyl)cyclopropanecarboxylate FC(C[C@H]1[C@@H](C1)C(=O)OC(C)(C)C)F